3-[1-(3-amino-2-fluorophenyl)ethyl]-2-oxo-3,4-dihydro-2H-1,3-benzoxazin-7-yl N,N-dimethylcarbamate CN(C(OC1=CC2=C(CN(C(O2)=O)C(C)C2=C(C(=CC=C2)N)F)C=C1)=O)C